1,4-bis(butylamino)-9,10-anthraquinone C(CCC)NC1=CC=C(C=2C(C3=CC=CC=C3C(C12)=O)=O)NCCCC